C(C)(C)(C)OC(=O)N[C@@H](C(C)C)C(=O)N1[C@@H](C[C@H](C1)O)C(=O)OCC1=CC=CC=C1 benzyl (2S,4R)-1-((tert-butoxycarbonyl)-L-valyl)-4-hydroxypyrrolidine-2-carboxylate